BrC=1C=C(C=CC1)NC(C(C)(C)C)=O N-(3-bromophenyl)trimethylacetamide